methyl-5-ethoxy-N-(pyridin-3-yl)pyridine CC1N(C=C(C=C1)OCC)C=1C=NC=CC1